FC(C)SCC(F)(F)F (2,2,2-trifluoroethyl) (1-fluoroethyl) sulfide